ClC1=CC(=C(C=N1)C)C 6-chloro-3,4-dimethylpyridine